Diphenyl-(2-hydroxyphenylmethyl)phosphine oxide C1(=CC=CC=C1)P(CC1=C(C=CC=C1)O)(C1=CC=CC=C1)=O